1-(tert-butyl) 2-methyl (2S)-3-allyl-4-((methylsulfonyl)oxy)pyrrolidine-1,2-dicarboxylate C(C=C)C1[C@H](N(CC1OS(=O)(=O)C)C(=O)OC(C)(C)C)C(=O)OC